OC(CC(=O)O)CCCCCCCO 3,10-dihydroxydecanoic acid